FC=1C=C(C=CC1)C(=O)N1CCC2(C(N3[C@H](O2)CC[C@H]3C3=CC(=CC=C3)F)=O)CC1 (5'S,7a'R)-1-(3-fluoro-benzene-1-carbonyl)-5'-(3-fluorophenyl)-tetrahydro-3'H-spiro[piperidine-4,2'-pyrrolo[2,1-b][1,3]oxazol]-3'-one